P(OC[C@H]1O[C@H]([C@@H]([C@@H]1NC(C1=CC=CC=C1)(C1=CC=CC=C1)C1=CC=CC=C1)O[Si](C)(C)C(C)(C)C)N1C=2N=C(NC(C2N=C1)=O)NC(C(C)C)=O)(OCCC#N)=O ((2S,3R,4R,5R)-4-((tert-butyldimethylsilyl)oxy)-5-(2-isobutyramido-6-oxo-1H-purin-9(6H)-yl)-3-(tritylamino)tetrahydrofuran-2-yl)methyl (2-cyanoethyl) Phosphonate